FC(C)S(=O)(=O)C=1C=C(OC[C@H](CN[C@H]2COC3(C2)CCN(CC3)S(=O)(=O)C=3C=C2C=CC=NC2=CC3)O)C=CC1 (2S)-1-(3-(1-Fluoroethylsulfonyl)phenoxy)-3-((R)-8-(chinolin-6-ylsulfonyl)-1-oxa-8-azaspiro[4.5]decan-3-ylamino)propan-2-ol